BrC1=CC=CC=2N(C(NC21)=O)C2C(CN(CC2)C(=O)NC2=CC(=C(C=C2)OC)Cl)O 4-(4-Bromo-2-oxo-2,3-dihydro-1H-1,3-benzodiazol-1-yl)-N-(3-chloro-4-methoxyphenyl)-3-hydroxypiperidine-1-carboxamide